C1=C(C=CC2=CC=CC=C12)P(OCC)(OCC)=O diethyl naphthalen-2-ylphosphonate